C(C)OC=1C(=CC=2N(C1)N=C(C2)C)C(=O)NC2=NC=C(N=C2)N2C[C@@H](NCC2)C 6-ethoxy-2-methyl-N-{5-[(3S)-3-methylpiperazin-1-yl]pyrazin-2-yl}pyrazolo[1,5-a]pyridine-5-carboxamide